2-(8-Ethyl-7-fluoronaphthalen-1-yl)-4,4,5,5-tetramethyl-1,3,2-dioxaborolane C(C)C=1C(=CC=C2C=CC=C(C12)B1OC(C(O1)(C)C)(C)C)F